butyl N-[4-bromo-2-fluoro-5-(2-methoxyphenoxy)phenyl]carbamate BrC1=CC(=C(C=C1OC1=C(C=CC=C1)OC)NC(OCCCC)=O)F